dimethylsilylene(N-t-butylamino)(tetramethyl-cyclopentadienyl)titanium dichloride [Cl-].[Cl-].C[Si](=[Ti+2](C1(C(=C(C(=C1)C)C)C)C)NC(C)(C)C)C